N-(4-(3-(6-bromo-7-(((S)-1-(ethylsulfonyl)pyrrolidine-3-yl)amino)-1H-imidazo[4,5-b]pyridine-2-yl)-2,5-dimethyl-1H-pyrrol-1-yl)-3-methylphenyl)-2-(dimethylamino)acetamide BrC=1C(=C2C(=NC1)N=C(N2)C2=C(N(C(=C2)C)C2=C(C=C(C=C2)NC(CN(C)C)=O)C)C)N[C@@H]2CN(CC2)S(=O)(=O)CC